CN1N=C2C(=CC=C(C2=C1)N1CC(NCC1)C)C(=O)N 2-methyl-4-(3-methylpiperazin-1-yl)indazole-7-carboxamide